(R)-1'-oxohexahydro-1'h-spiro[azetidine-3,4'-pyrrolo[1,2-a]pyrazine]-1-carboxylic acid tert-butyl ester C(C)(C)(C)OC(=O)N1CC2(CNC([C@@H]3N2CCC3)=O)C1